CS(=O)(=O)NC=1C=C(C=CC1)NC(C1=C(N=CC=C1)OC1COCC1)=O N-(3-(methylsulfonamido)phenyl)-2-((tetrahydrofuran-3-yl)oxy)nicotinamide